triazole compound with silicate [Si](O)(O)(O)O.N1N=NC=C1